(1R,2S)-2-{3-[(2-isopropyl-5-methoxypyrimidin-4-yl)amino]-1H-indazol-6-yl}-5'-methoxy-1'H-spiro[cyclopropane-1,3'-indol]-2'-one C(C)(C)C1=NC=C(C(=N1)NC1=NNC2=CC(=CC=C12)[C@@H]1C[C@@]12C(NC1=CC=C(C=C21)OC)=O)OC